C(C)OC[C@@]1(CN(CC1)C(C)(C)C=1C=NC(=CC1)C)CCN1C(NC2=C1C=CC=C2)=O (R)-1-(2-(3-(ethoxymethyl)-1-(2-(6-methylpyridin-3-yl)propan-2-yl)pyrrolidin-3-yl)ethyl)-1,3-dihydro-2H-benzo[d]imidazol-2-one